2-((S)-1-(2,2-difluorobenzo[d][1,3]dioxol-5-yl)ethoxy)pyridine FC1(OC2=C(O1)C=CC(=C2)[C@H](C)OC2=NC=CC=C2)F